C(C)OC=1C(=CC(=C(C#N)C1)F)CO 5-ethoxy-2-fluoro-4-(hydroxymethyl)benzonitrile